2-butyl-octyl-phosphonic acid C(CCC)C(CP(O)(O)=O)CCCCCC